urea isocyanate triacrylate C(C=C)(=O)[O-].C(C=C)(=O)[O-].C(C=C)(=O)[O-].[N-]=C=O.NC(=O)N